C(C)(=O)N1CCN(CC1)C 1-acetyl-4-methylpiperazine